1-ethyl-3-[trans-(7RS,9RS)-3-cyclopropyl-9-hydroxy-5-(2-methylpropylsulfamoyl)-8,9-dihydro-7H-cyclopenta[H]isoquinolin-7-yl]urea C(C)NC(=O)N[C@@H]1C[C@H](C=2C1=CC(=C1C=C(N=CC21)C2CC2)S(NCC(C)C)(=O)=O)O |r|